1-(4-(8-amino-1-(4-aminophenyl)imidazo[1,5-a]pyrazin-3-yl)piperidin-1-yl)-2-methylpropan-1-one NC=1C=2N(C=CN1)C(=NC2C2=CC=C(C=C2)N)C2CCN(CC2)C(C(C)C)=O